N=1NC=C2C1C1=C(CCC2)C=C(C=C1)C(=O)N 2,4,5,6-tetrahydrobenzo[6,7]cyclohepta[1,2-c]pyrazole-8-carboxamide